3-(5-(4-((4'-chloro-5,5-dimethyl-3,4,5,6-tetrahydro-[1,1'-biphenyl]-2-yl)methyl)-3,5-dimethylpiperazine-1-carbonyl)-1-oxoisoindolin-2-yl)piperidine-2,6-dione ClC1=CC=C(C=C1)C1=C(CCC(C1)(C)C)CN1C(CN(CC1C)C(=O)C=1C=C2CN(C(C2=CC1)=O)C1C(NC(CC1)=O)=O)C